C(C)(C)N1CCN(CC1)CC(=O)NC=1C=NC2=CC=C(N=C2C1)C=1C(=NNC1)C1=NC(=CC=C1)C 2-(4-isopropylpiperazin-1-yl)-N-[6-[3-(6-methyl-2-pyridyl)-1H-pyrazol-4-yl]-1,5-naphthyridin-3-yl]acetamide